FC1(CC(C1)C1=NNC=C1C(=O)OC)F methyl 3-(3,3-difluorocyclobutyl)-1H-pyrazole-4-carboxylate